(((4-acetamidophenoxy)carbonyl)oxy)methyl (1,3-bis(palmitoyloxy)propan-2-yl) succinate C(CCC(=O)OC(COC(CCCCCCCCCCCCCCC)=O)COC(CCCCCCCCCCCCCCC)=O)(=O)OCOC(=O)OC1=CC=C(C=C1)NC(C)=O